C(C1=CC=CC=C1)OC(=O)N1CCN(CC1)CC1=CC=C(C=C1)[C@H](C)N (S)-4-(4-(1-Aminoethyl)benzyl)piperazine-1-carboxylic acid benzyl ester